[C@@H]1([C@H](O)[C@@H](O)[C@@H](O)[C@H](O1)CO)O[C@H]1[C@@H]([C@H](C(O)O[C@@H]1CO)O)O 4-O-β-galactopyranosyl-D-glucopyranose